3-[4-({3-[3-(methylsulfonyl)propoxy]-1H-pyrazolo[3,4-b]pyridin-5-yl}oxy)phenyl]-1-[5-(trifluoromethyl)-3-pyridinyl]-2,4-imidazolidinedione CS(=O)(=O)CCCOC1=NNC2=NC=C(C=C21)OC2=CC=C(C=C2)N2C(N(CC2=O)C=2C=NC=C(C2)C(F)(F)F)=O